C12(OCCC(C1)C2)C(=O)N2CCC(CCC2)N2C(C1=CC(=CC(=C1C2)C(C)NC2=C(C(=O)OC)C=CC=C2)C)=O methyl 2-((1-(2-(1-(2-oxabicyclo[3.1.1]heptane-1-carbonyl)azepan-4-yl)-6-methyl-1-oxoisoindolin-4-yl)ethyl)amino)benzoate